4-((S)-3-aminopiperidin-1-yl)-5-(1-(difluoromethyl)-1H-pyrazol-4-yl)-N-(5-fluoro-6-(2-fluoro-6-methoxyphenyl)pyridin-2-yl)pyridin-2-amine hydrochloride Cl.N[C@@H]1CN(CCC1)C1=CC(=NC=C1C=1C=NN(C1)C(F)F)NC1=NC(=C(C=C1)F)C1=C(C=CC=C1OC)F